3-Cyano-6,6-dimethyl-11-oxo-6,11-dihydro-5H-benzo[b]carbazol-8-carboxylic acid ((R)-2,3-dihydroxy-propyl)-amide O[C@H](CNC(=O)C=1C=CC2=C(C(C=3NC4=CC(=CC=C4C3C2=O)C#N)(C)C)C1)CO